NC(C(C(=O)N)NCCCN(CCCCCCCC(=O)OC(CCCCCCCC)CCCCCCCC)CCCCCCCC(OC(CC)CCCCCCCC)=O)=O heptadecan-9-yl 8-((3-((1,3-diamino-1,3-dioxopropan-2-yl)amino)propyl)(8-oxo-8-(undecan-3-yloxy)octyl)amino)octanoate